ClC1=CC=C(C=C1)C1=C(C(=NC2=CC=CC=C12)C(F)(F)F)C#CC1=CC=C(C=C1)Cl 4-(4-Chlorophenyl)-3-((4-chlorophenyl)ethynyl)-2-(trifluoromethyl)quinoline